tert-butyl 2-[1-(3-fluoro-4-nitro-phenyl)-4-hydroxy-4-piperidyl]acetate FC=1C=C(C=CC1[N+](=O)[O-])N1CCC(CC1)(O)CC(=O)OC(C)(C)C